3,7-diisopropyl-2,8-dimethylnonane-4,6-dione C(C)(C)C(C(C)C)C(CC(C(C(C)C)C(C)C)=O)=O